di(p-chlorophenyl)methylene(cyclopentadienyl)(3,6-di-t-butylfluorenyl)zirconium dichloride [Cl-].[Cl-].ClC1=CC=C(C=C1)C(=[Zr+2](C1=CC(=CC=2C3=CC(=CC=C3CC12)C(C)(C)C)C(C)(C)C)C1C=CC=C1)C1=CC=C(C=C1)Cl